6-phosphaadamantane C12CC3CC(PC(C1)C3)C2